1-(4-Methoxyphenoxy)-3,3-dimethylbutan-2-yl-1H-imidazole-1-carboxylate COC1=CC=C(OCC(C(C)(C)C)OC(=O)N2C=NC=C2)C=C1